C1(=CC=CC=C1)C1=C2C(=CC(=C1S(=O)(=O)O)O2)C2=CC=CC=C2 2,6-diphenyl-3-sulfo-1,4-phenylene ether